diethylene glycol bis(trifluoroethyl) ether FC(COCCOCCOCC(F)(F)F)(F)F